(S)-3-((2-amino-6-(2-carboxyethyl)-5-(2-methoxybenzyl)pyrimidin-4-yl)amino)-heptanoic acid NC1=NC(=C(C(=N1)N[C@H](CC(=O)O)CCCC)CC1=C(C=CC=C1)OC)CCC(=O)O